N-(3-methylpyridin-2-yl)-5-(5-(tetrahydro-2H-pyran-4-yloxy)pyridin-2-yl)-1,3,4-thiadiazol-2-amine CC=1C(=NC=CC1)NC=1SC(=NN1)C1=NC=C(C=C1)OC1CCOCC1